4,4'-dichloro-2-methylsulfanyl-spiro[5,8-dihydropyrano[4,3-d]pyrimidine-7,1'-indane] ClC=1C2=C(N=C(N1)SC)CC1(CCC3=C(C=CC=C13)Cl)OC2